O-benzyl-L-threoninate C(C1=CC=CC=C1)O[C@@H]([C@H](N)C(=O)[O-])C